[Mg].[Fe].[Cu] Copper-iron-magnesium